ClC=1C(=CC(=NC1)NC(C)C)C=1C=C2N(CCCN(C2=O)CC2=C(C=C(C(=C2)F)F)CO)C1 8-(5-chloro-2-(isopropylamino)pyridin-4-yl)-2-(4,5-difluoro-2-(hydroxymethyl)benzyl)-2,3,4,5-tetrahydro-1H-pyrrolo[1,2-a][1,4]diazepin-1-one